C(C)OC(CCN(CCCC)C(C)=O)=O ethyl-N-acetyl-N-butyl-beta-alaninate